5-methyl-N-(5-methyl-1H-pyrazol-3-yl)-2-(methylthio)-6-(piperidin-1-yl)pyrimidin-4-amine CC=1C(=NC(=NC1N1CCCCC1)SC)NC1=NNC(=C1)C